(S)-tert-butyl 6-(2-(1-((Dimethylamino)methyl)Cyclopropyl)benzo[d]thiazol-5-yl)-3-methyl-3,4-dihydropyridine-1(2H)-carboxylate CN(C)CC1(CC1)C=1SC2=C(N1)C=C(C=C2)C2=CC[C@@H](CN2C(=O)OC(C)(C)C)C